7-methyl-1,8-naphthyridin-2-amine CC1=CC=C2C=CC(=NC2=N1)N